BrC1=CC=C2[C@H](COC3(C2=C1)CC3)O (R)-7'-bromospiro[cyclopropane-1,1'-isochroman]-4'-ol